CN(CCCNC(=O)C1=NN(C2=C1C=NC(=C2)C=2C=NN1C2N=CC=C1)C1=C(C=CC(=C1)F)OC)C N-(3-(dimethylamino)propyl)-1-(5-fluoro-2-methoxyphenyl)-6-(pyrazolo[1,5-a]pyrimidin-3-yl)-1H-pyrazolo[4,3-c]pyridine-3-carboxamide